N[C@@H]1C[C@H](C1)CO trans-(3-aminocyclobutyl)methanol